7,13-Dihydroxytridecyl 3-heptyldecanoate C(CCCCCC)C(CC(=O)OCCCCCCC(CCCCCCO)O)CCCCCCC